C(C1=CC=CC=C1)OC([C@H](C(=O)N[C@H](C(=O)N[C@H](C(=O)OC)C[C@H]1C(NC2(CC2)C1)=O)CC1CC1)CC1=CC=CC2=CC=CC=C12)=O (S)-benzyl-3-(((S)-3-cyclopropyl-1-(((S)-1-methoxy-1-oxo-3-((R)-5-oxo-4-azaspiro[2.4]heptan-6-yl)propan-2-yl)amino)-1-oxopropan-2-yl)amino)-2-(naphthalen-1-ylmethyl)-3-oxopropanoate